N-(8-cyano-2-methyl-imidazo[1,2-a]pyridin-6-yl)-5-[(3R,5S)-3,5-dimethylpiperazin-1-yl]-2-methoxy-quinazoline-8-carboxamide C(#N)C=1C=2N(C=C(C1)NC(=O)C=1C=CC(=C3C=NC(=NC13)OC)N1C[C@H](N[C@H](C1)C)C)C=C(N2)C